platinum cobalt tellurium [Te].[Co].[Pt]